COC1=NC(=CN=C1N1N=C(N=N1)C)OC 2,6-Dimethoxy-3-(5-methyl-tetrazol-2-yl)-pyrazine